CCC(CCCCC)=O Octan-3-on